N-hydroxy-5-bornylene-2,3-dicarboximide trifluoromethanesulfonate FC(S(=O)(=O)O)(F)F.ON1C(=O)C2C3(C=CC(C2C1=O)C3(C)C)C